C(#N)C=1C=C(C=CC1)S(=O)(=O)NC1CC(C1)NC1=C2C(=NC=C1C(=O)OCC)NC=C2 ethyl 4-(((1s,3s)-3-((3-cyanophenyl)sulfonamido)cyclobutyl)amino)-1H-pyrrolo[2,3-b]pyridine-5-carboxylate